FC=1C(=CC=C2C(=NN(C12)C)C1CNCCC1)N1CCC(CC1)CN1CCNCC1 3-[7-fluoro-1-methyl-6-[4-(piperazin-1-ylmethyl)-1-piperidyl]indazol-3-yl]piperidine